BrCCCCC1(CC1)O[Si](C)(C)C(C)(C)C (1-(4-Bromobutyl)cyclopropoxy)(tert-butyl)dimethylsilane